methyl 4,4'-methylenedibenzoate C(C1=CC=C(C(=O)[O-])C=C1)C1=CC=C(C(=O)OC)C=C1